C1(CC1)C1=NC=NC(=C1C=1N=C(C2=C(N1)CCC2)NCC2=CC=C(C=C2)C=2N(C=C(N2)C(F)(F)F)C(C)C)OC(F)F 2-(4-cyclopropyl-6-(difluoromethoxy)pyrimidin-5-yl)-N-(4-(1-isopropyl-4-(trifluoromethyl)-1H-imidazol-2-yl)benzyl)-6,7-dihydro-5H-cyclopenta[d]pyrimidin-4-amine